C(#N)C=1C=C(C=NC1)[C@H]1N(OCC1)C(=O)C1CCN(CC1)C1=NC=C(C(=N1)C(=O)N)F (S)-2-(4-(3-(5-Cyanopyridin-3-yl)isoxazolidine-2-carbonyl)piperidin-1-yl)-5-fluoropyrimidine-4-carboxamide